(2S)-2-[[2-(3-chloro-4-methylsulfonyl-anilino)-5-(1H-triazol-5-yl)pyrimidin-4-yl]amino]-2-phenyl-ethanol ClC=1C=C(NC2=NC=C(C(=N2)N[C@H](CO)C2=CC=CC=C2)C2=CN=NN2)C=CC1S(=O)(=O)C